ClC=1C=C(C=C(C1)CC)O 3-chloro-5-ethyl-phenol